Cl.FC(C1(CNCCC1)O)F 3-(difluoro-methyl)piperidin-3-ol hydrochloride